N-(2-carbamoyl-4-chloro-6-methyl-phenyl)-5-[(4-chloroindazol-1-yl)methyl]-2-(3-chloro-2-pyridyl)pyrazole-3-carboxamide C(N)(=O)C1=C(C(=CC(=C1)Cl)C)NC(=O)C=1N(N=C(C1)CN1N=CC2=C(C=CC=C12)Cl)C1=NC=CC=C1Cl